docosahexenoic acid CCCCCCCCCC=CC=CC=CC=CC=CC=CC(=O)O